6-((trans-3-fluoro-4-methylpiperidin-1-yl)methyl)-2-(3-(3-((4-methyl-4H-1,2,4-triazol-3-yl)methyl)oxetan-3-yl)phenyl)-4-(trifluoromethyl)isoindolin-1-one F[C@@H]1CN(CC[C@H]1C)CC1=CC(=C2CN(C(C2=C1)=O)C1=CC(=CC=C1)C1(COC1)CC1=NN=CN1C)C(F)(F)F